CN1CCN(CC1)C1=CC=C(C=C1)NC=1N=CC2=C(N1)N(C(C=C2C#C[Si](C(C)C)(C(C)C)C(C)C)=O)CC2COCC2 2-((4-(4-methylpiperazin-1-yl)phenyl)amino)-8-((tetrahydrofuran-3-yl)methyl)-5-((triisopropylsilyl)ethynyl)pyrido[2,3-d]pyrimidin-7(8H)-one